CN(C1(CCC1)CNC(=O)C=1N(N=C2C=CC(=CC12)OCC=1C(=NC=CC1)C(F)(F)F)C)C N-{[1-(dimethylamino)cyclobutyl]methyl}-2-methyl-5-{[2-(trifluoromethyl)pyridin-3-yl]methoxy}-2H-indazole-3-carboxamide